7-fluoro-6-methoxyquinazoline-2,4-diol FC1=C(C=C2C(=NC(=NC2=C1)O)O)OC